NC1=C(C=C(C=N1)B(O)O)O[C@H](C)C1=CC(=CC=C1)C#N {6-amino-5-[(1R)-1-(3-cyanophenyl)ethoxy]pyridin-3-yl}boronic acid